C(CCCCC)OP(S)(OCCCCCC)=S O-n-hexyl-O'-(n-hexyl)dithiophosphoric acid